4-((2'-(((1-(3,5-bis(trifluoromethyl)phenyl)-1-hydroxypropan-2-yl)(isopropyl)amino)methyl)-4,4'-Dichloro-6-methoxy-[1,1'-biphenyl]-3-yl)oxy)butanoic acid FC(C=1C=C(C=C(C1)C(F)(F)F)C(C(C)N(C(C)C)CC1=C(C=CC(=C1)Cl)C1=CC(=C(C=C1OC)Cl)OCCCC(=O)O)O)(F)F